rac-(5R,7S)-7-fluoro-5-phenyl-N-[(3S)-5-methyl-4-oxo-2,3-dihydro-1,5-benzoxazepin-3-yl]-6,7-dihydro-5H-pyrrolo[1,2-b][1,2,4]triazole-2-carboxamide F[C@H]1C[C@@H](N2N=C(N=C21)C(=O)N[C@H]2COC1=C(N(C2=O)C)C=CC=C1)C1=CC=CC=C1 |&1:1,3|